N-{3-[6-oxo-4-(trifluoromethyl)-1,6-dihydropyrimidin-2-yl]-4-(trifluoromethyl)benzyl}isobutyramide O=C1C=C(N=C(N1)C=1C=C(CNC(C(C)C)=O)C=CC1C(F)(F)F)C(F)(F)F